Cl.O1C(=NC2=C1C=CC=C2)C2C(C[C@@H]1OCC[C@@H](C(N12)=O)NC([C@H](C)NC)=O)(C)C (2S)-N-((4S,9aS)-7-(benzo[d]oxazol-2-yl)-8,8-dimethyl-5-oxooctahydropyrrolo[2,1-b][1,3]oxazepin-4-yl)-2-(methylamino)propanamide hydrochloride